vinyl-hexene C(=C)C=CCCCC